Dihexadecyl 2-(((2-(dimethylamino)ethyl)(methyl)carbamoyl)oxy)pentanedioate CN(CCN(C(=O)OC(C(=O)OCCCCCCCCCCCCCCCC)CCC(=O)OCCCCCCCCCCCCCCCC)C)C